2-Arachidonoyl-1-palmitoyl-sn-glycero-3-phosphocholine C(CCC\C=C/C\C=C/C\C=C/C\C=C/CCCCC)(=O)O[C@H](COC(CCCCCCCCCCCCCCC)=O)COP(=O)([O-])OCC[N+](C)(C)C